7-(trifluoromethyl)-1,3-benzoxathiolane FC(C1=CC=CC=2SCOC21)(F)F